C1(=CC=C(C=C1)C(=O)O)C1=CC=C(C=C1)C(=O)O.C(CCCCCCCCC)[SiH2][SiH2][SiH3] decyl-trisilane biphenyl-4,4'-dicarboxylat